CC1(CC=2C(=NNC(C2C(F)(F)F)=O)C1N(CCC(N1CCN(CC1)C1=NC=C(C=N1)C(F)(F)F)=O)C)C 6,6-Dimethyl-7-(methyl(3-oxo-3-(4-(5-(trifluoromethyl)pyrimidin-2-yl)piperazin-1-yl)propyl)amino)-4-(trifluoromethyl)-2,5,6,7-tetrahydro-3H-cyclopenta[c]pyridazin-3-one